O1CC(C1)N1CC(CC1)CNC(=O)C1CCNCC1 N-((1-(oxetan-3-yl)pyrrolidin-3-yl)methyl)piperidine-4-carboxamide